iodine [1,2,4]triazolo[1,5-a]pyrimidine-7-amine N1=CN=C2N1C(=CC=N2)N.[I]